C1(CC1)COC=1C=C2NC=3C=CC(=CC3C(C2=CC1)(C)C)CN1CCNCC1 6-(cyclopropylmethoxy)-9,9-dimethyl-2-(piperazin-1-ylmethyl)-9,10-dihydroacridine